O1C=CC2=C1C(=CC=C2)C=2C1(C3=CC=CC=C3C2)CCC(CC1)(C(=O)O)NC1=CC(=CC=C1)Cl (1s,4s)-2'-(1-benzofuran-7-yl)-4-(3-chloroanilino)spiro[cyclohexane-1,1'-indene]-4-carboxylic acid